C1(CCCC2=CC=CC=C12)(CO)CO Tetralindimethanol